3-isopropylazetidine C(C)(C)C1CNC1